2-[4-bromo-2-[2-[5-[(6-chloro-2-pyridinyl)oxymethyl]-2-cyano-phenyl]ethoxymethyl]phenyl]acetic acid methyl ester COC(CC1=C(C=C(C=C1)Br)COCCC1=C(C=CC(=C1)COC1=NC(=CC=C1)Cl)C#N)=O